NC1=CC(=CN=N1)NC(=O)[C@@H]1S[C@](C[C@H]1C1=C(C(=C(C=C1)F)F)OC)(C(F)(F)F)C (2R,3S,5R)-N-(6-aminopyridazin-4-yl)-3-(3,4-difluoro-2-methoxyphenyl)-5-methyl-5-(trifluoromethyl)tetrahydrothiophene-2-carboxamide